N-(4-morpholinophenyl)pyridin-4-amine O1CCN(CC1)C1=CC=C(C=C1)NC1=CC=NC=C1